C(CCCCCCCC=CCC=CCCCCC)(=O)O octadec-9,12-dienoic acid